2-(1-(4-amino-3-phenyl-1H-pyrazolo[3,4-d]pyrimidin-1-yl)ethyl)-3-cyclobutyl-5-fluoroquinazolin-4(3H)-one NC1=C2C(=NC=N1)N(N=C2C2=CC=CC=C2)C(C)C2=NC1=CC=CC(=C1C(N2C2CCC2)=O)F